C(CCC)OOC1(CC(CC(C1)C)(C)C)OOCCCC 1,1-bis(Z-butylperoxy)-3,3,5-trimethylcyclohexane